1,9-dimercapto-2,8-anthracenedicarboxaldehyde SC1=C(C=CC2=CC3=CC=CC(=C3C(=C12)S)C=O)C=O